ClC1=CC2=C(N=C(O2)C2CC2)C=C1C(=O)OC methyl 6-chloro-2-cyclopropyl-1,3-benzoxazole-5-carboxylate